(9aR,10S)-10-((R)-(2,3-difluorophenyl)(3-fluorophenyl)methyl)-3,5-dioxo-3,5,8,9,9a,10-hexahydro-7H-pyrrolo[1',2':4,5]pyrazino[1,2-b]pyridazin-4-yl isopropyl carbonate C(OC1=C2N(N=CC1=O)[C@H]([C@@H]1N(C2=O)CCC1)[C@H](C1=CC(=CC=C1)F)C1=C(C(=CC=C1)F)F)(OC(C)C)=O